CC1OC(CCOC(C(C1OC(C(C)C)=O)CC1=CC=CC=C1)=O)=O 6-methyl-4,9-dioxo-8-(benzyl)-1,5-dioxacyclononan-7-yl-2-methylpropionate